C(C1=CC=CC=C1)S(=O)(=O)NC(=O)C=1N=NC(=CC1)N1CCN(CC1)C(=O)C=1C=NC=C(C1)C#CC=1C=NC=C(C1)O N-benzylsulfonyl-6-[4-[5-[2-(5-hydroxypyridine-3-yl)ethynyl]pyridin-3-carbonyl]piperazine-1-yl]pyridazine-3-carboxamide